(4-((3,4-diaminophenyl)thio)phenyl)piperidin-4-ol NC=1C=C(C=CC1N)SC1=CC=C(C=C1)N1CCC(CC1)O